thiomalate C(C(S)CC(=O)[O-])(=O)[O-]